4-bromo-N-[(2s)-2-hydroxypropyl]-N-methylbenzamide BrC1=CC=C(C(=O)N(C)C[C@H](C)O)C=C1